ClC=1C=C(C=CC1)C(CO)NC(=O)C1=CN(C=C1)C1=NC(=NC=C1C)NC1=CC=CC=2OC(OC21)(F)F N-(1-(3-chlorophenyl)-2-hydroxyethyl)-1-(2-((2,2-difluorobenzo[d][1,3]dioxol-4-yl)amino)-5-methylpyrimidin-4-yl)-1H-pyrrole-3-carboxamide